2-(1-(benzofuran-2-yl)ethyl)-10H-phenothiazine O1C(=CC2=C1C=CC=C2)C(C)C2=CC=1NC3=CC=CC=C3SC1C=C2